2-(4-bromonaphthalen-1-yl)acetic acid BrC1=CC=C(C2=CC=CC=C12)CC(=O)O